5-bromo-3-(3-(2,6-dichlorophenyl)-1,2,4-oxadiazol-5-yl)pyridin-2-amine BrC=1C=C(C(=NC1)N)C1=NC(=NO1)C1=C(C=CC=C1Cl)Cl